C(#N)C1=CC=2N(N=C1)C(=CC2)C(=O)NC2=CC1=CN(N=C1C=C2C(C)(C)O)C2CCC(CC2)N2CCN(CC2)C(=O)OC(C)(C)C tert-butyl 4-((1r,4r)-4-(5-(3-cyanopyrrolo[1,2-b]pyridazine-7-carboxamido)-6-(2-hydroxypropan-2-yl)-2H-indazol-2-yl)cyclohexyl)piperazine-1-carboxylate